CN1CCC(CC1)OC(=S)N1CCN(C2=CC=CC=C12)C1=NC=CN=C1 (S)-(1-Methylpiperidin-4-yl)-4-(pyrazin-2-yl)-3,4-dihydroquinoxaline-1(2H)-carbothioate